CC1=C(C=C(C=C1)C)C1CC2C(N(OC2(C)C)C)C(C1)C 5-(2,5-dimethylphenyl)-1,3,3,7-tetramethyl-octahydrobenzo[c]isoxazole